C(C)O\C=C/C1=C2C=CNC2=CC(=C1)[N+](=O)[O-] (Z)-4-(2-ethoxyvinyl)-6-nitro-1H-indole